C(C)(C)(C)N1C=C(C=C1)C(=O)NCC1=NC(=NO1)C=1N(C2=CC=CC(=C2C1)N[C@@H]1[C@@H](CN(CC1)CC)F)CC(F)(F)F 1-tert-butyl-N-{[3-(4-{[(3R,4S)-1-ethyl-3-fluoropiperidin-4-yl]amino}-1-(2,2,2-trifluoroethyl)-1H-indol-2-yl)-1,2,4-oxadiazol-5-yl]methyl}-1H-pyrrole-3-carboxamide